lithium (2Z)-4-(dimethylamino)but-2-enoate CN(C\C=C/C(=O)[O-])C.[Li+]